C(C)OC(/C=C(\C)/C1CCN(CC1)C(=O)OC(C)(C)C)=O tert-butyl 4-[(E)-3-ethoxy-1-methyl-3-oxo-prop-1-enyl]piperidine-1-carboxylate